C(C)(=O)OC=1C=C2NC=C(C[C@H](N)C=O)C2=CC1 Deoxy-L-6-Acetoxytryptophan